1-{4-fluoro-3-[5-(propan-2-yl)-2H-pyrazolo[3,4-b]pyridin-2-yl]phenyl}-3,3-bis(2H3)methylurea FC1=C(C=C(C=C1)NC(=O)N(C([2H])([2H])[2H])C([2H])([2H])[2H])N1N=C2N=CC(=CC2=C1)C(C)C